C(C)(C)(C)OC(CCOCCN1CCC(CC1)C1=C(C=C(C(=C1)OC(C)C)NC1=NC=C(C(=N1)NC1=C(C=CC=C1)S(=O)(=O)C(C)C)Cl)C)=O 3-(2-(4-(4-((5-chloro-4-((2-(isopropylsulfonyl)phenyl)amino)pyrimidin-2-yl)amino)-5-Isopropoxy-2-methylphenyl)piperidin-1-yl)ethoxy)propanoic acid tert-butyl ester